C(C(C)C)C(C(=O)OCCCC)(C(C(=O)OCCCC)CC(C)C)C#N di-n-butyl 2,3-diisobutyl-2-cyanosuccinate